tributyl-phosphonium dibromide [Br-].[Br-].C(CCC)[PH+](CCCC)CCCC.C(CCC)[PH+](CCCC)CCCC